O=C(CCNS(=O)(=O)C)N1CC2=CC=CC(=C2CC1)OC1=CC=C(C=C1)C(F)(F)F N-(3-oxo-3-(5-(4-(trifluoromethyl)phenoxy)-3,4-dihydroisoquinolin-2(1H)-yl)propyl)-methanesulfonamide